benzo(b)anthracene C1=CC=CC=2C1=CC1=CC3=CC=CC=C3C=C1C2